(R)-3-(isoquinolin-4-yl)-1-(2-methoxy-6-(trifluoromethyl)pyridin-3-yl)-2-oxoimidazoline-4-carbonitrile C1=NC=C(C2=CC=CC=C12)N1C(N(C[C@@H]1C#N)C=1C(=NC(=CC1)C(F)(F)F)OC)=O